4-Isobutoxybenzamide C(C(C)C)OC1=CC=C(C(=O)N)C=C1